ClC=1C=C(C=CC1)C(C(OC(=O)N[C@H](C(=O)N[C@H](C(=O)OC)C[C@H]1C(NCC1)=O)CC1CCCCC1)C=1C=C2CCCC2=CC1)(C)C methyl (2S)-2-((2S)-2-(((2-(3-chlorophenyl)-1-(2,3-dihydro-1H-inden-5-yl)-2-methylpropoxy) carbonyl)amino)-3-cyclohexylpropanamido)-3-((S)-2-oxopyrrolidin-3-yl)propanoate